ClC1=CC=C(S1)C(=O)NC=1OC(=NN1)C1=C(C=CC=C1)F 5-chloro-N-(5-(2-fluorophenyl)-1,3,4-oxadiazol-2-yl)thiophene-2-carboxamide